C1(CCCCC1)N1N=C(C(=C1)N1N=NC(=C1)C1=CC=C2N1N=CC(=C2)C(=O)O)C(F)F 7-(1-(1-cyclohexyl-3-(difluoromethyl)-1H-pyrazol-4-yl)-1H-1,2,3-triazol-4-yl)pyrrolo[1,2-b]pyridazine-3-carboxylic acid